4,7-Dichloro-6-(4-(2-(4-(hydroxymethyl)piperidin-1-yl)ethoxy)phenyl)-2H-indazol ClC=1C2=CNN=C2C(=C(C1)C1=CC=C(C=C1)OCCN1CCC(CC1)CO)Cl